2-(((2s,4s,6s)-6-((6-fluoroquinazolin-4-yl)amino)spiro[3.3]heptan-2-yl)oxy)nicotinamide FC=1C=C2C(=NC=NC2=CC1)NC1CC2(CC(C2)OC2=C(C(=O)N)C=CC=N2)C1